FC1=CC(=C(C=N1)C=1C=NC=2CCN(CC2C1)C1=NC=C(C#N)C=C1C)C 6-(3-(6-fluoro-4-methylpyridin-3-yl)-7,8-dihydro-1,6-naphthyridin-6(5H)-yl)-5-methylnicotinonitrile